ClC1=C(C=CC=C1C1=NC=CC(=C1Cl)C1=NC(=C(C=C1)CNC[C@H]1NC(CC1)=O)OC)NC1=NC=CC(=C1F)CNCC(=O)O (S)-((2-((2-chloro-3-(3'-chloro-6-methoxy-5-((((5-oxopyrrolidin-2-yl)methyl)amino)methyl)-[2,4'-bipyridin]-2'-yl)phenyl)amino)-3-fluoropyridin-4-yl)methyl)glycine